3-Amino-7-chloro-4-(7-methyl-1H-indazol-4-yl)-1H-1,5-naphthyridin-2-one NC=1C(NC2=CC(=CN=C2C1C1=C2C=NNC2=C(C=C1)C)Cl)=O